C(C)N1N=C(C=C1C=1C=CC=NC1)C(F)(F)F 5-(1-ethyl-3-(trifluoromethyl)-1H-pyrazol-5-yl)pyridin